COCN1C(NCC1)=O (methoxymethyl)imidazolidin-2-one